1-(benzenesulfonyl)-6-bromo-indazol-3-amine C1(=CC=CC=C1)S(=O)(=O)N1N=C(C2=CC=C(C=C12)Br)N